NC=1C=C(C=C(C1)C(F)(F)F)[C@@H](C)NC=1C2=C(C(N(N1)C)=O)C=NC(=C2)N2CCN(CC2)C (R)-1-((1-(3-Amino-5-(trifluoromethyl)phenyl)ethyl)amino)-3-methyl-7-(4-methylpiperazin-1-yl)pyrido[3,4-d]pyridazin-4(3H)-one